NC=1C(=NC(=NC1)Cl)NCC1=CC=C(C=C1)N1N=C2C(CN(CC2)C(=O)OC(C)(C)C)=C1C tert-butyl 2-(4-[[(5-amino-2-chloropyrimidin-4-yl)amino]methyl]phenyl)-3-methyl-4H,6H,7H-pyrazolo[4,3-c]pyridine-5-carboxylate